4-[1-(2,3-dimethylphenyl)ethyl]-1,3-dihydro-2H-imidazol-2-thione CC1=C(C=CC=C1C)C(C)C=1NC(NC1)=S